3-[[3-(2-amino-6-chloro-pyrimidin-4-yl)-1-(difluoromethyl)pyrazol-4-yl]methyl]-4-cyclopropyl-benzaldehyde NC1=NC(=CC(=N1)C1=NN(C=C1CC=1C=C(C=O)C=CC1C1CC1)C(F)F)Cl